CC=1C=C(C=CC1OC1=CC2=C(N(C=N2)C)C=C1)NC1=NC=NC2=CC=C(C=C12)O[C@@H]1CNCC1 N-{3-methyl-4-[(1-methyl-1,3-benzodiazol-5-yl)oxy]phenyl}-6-[(3S)-pyrrolidin-3-yloxy]quinazolin-4-amine